C(C)C=1C=C(C=CC1)S(=O)(=O)O m-ethylbenzenesulfonic acid